C(C)C1=CC2=C(C3=CC=CC=C3C(=C2C=C1)OCCC)OCCC 2-ethyl-9,10-bis(n-propyloxy)anthracene